5-chloro-4-((1-(2,2-difluoroethyl)piperidin-4-yl)methoxy)-N-(4-morpholinophenyl)pyrimidin-2-amine ClC=1C(=NC(=NC1)NC1=CC=C(C=C1)N1CCOCC1)OCC1CCN(CC1)CC(F)F